(R)-1-(4-(4-((5-Cyanopyrazin-2-yl)amino)-1H-imidazol-1-yl)phenyl)-N,N-dimethylpyrrolidin-3-amine oxide C(#N)C=1N=CC(=NC1)NC=1N=CN(C1)C1=CC=C(C=C1)N1C[C@@H](CC1)[N+](C)(C)[O-]